7-methoxy-2-methyl-4-((1-(3-nitro-5-(trifluoromethyl)phenyl)ethyl)amino)quinazoline COC1=CC=C2C(=NC(=NC2=C1)C)NC(C)C1=CC(=CC(=C1)C(F)(F)F)[N+](=O)[O-]